2-(trifluoromethoxy)-6-((trimethylsilyl)ethynyl)pyridine FC(OC1=NC(=CC=C1)C#C[Si](C)(C)C)(F)F